OCCN(C(CNCCCN)=O)CCO N,N-bis(2-hydroxyethyl)-3-aminopropyl-glycinamide